FC=1C=C(C=CC1F)NC(=O)NC1=CC(=CC(=C1)C(=O)C=1C=C2N=C(C=NC2=CC1)N1CCOCC1)F 1-(3,4-difluorophenyl)-3-(3-fluoro-5-(3-morpholinoquinoxaline-6-carbonyl)phenyl)urea